ClC1=C(C=C(C(=O)N2CCC(CC2)COCCN2CCCCC2)C=C1)N1C(NC(CC1)=O)=O 1-(2-((1-(4-Chloro-3-(2,4-dioxotetrahydropyrimidin-1(2H)-yl)benzoyl)piperidin-4-yl)methoxy)ethyl)piperidine